FC=1C=C(C=C(C1)F)CS(=O)(=O)N 1-(3,5-difluorophenyl)methansulfonamid